C1(CC1)C1=CC(=C(C=C1)C=1C=2N(C(=NN1)N[C@H]1CN(CCC1)C)C=CC2)C(F)F 1-[4-cyclopropyl-2-(difluoromethyl)phenyl]-N-[(3R)-1-methyl-3-piperidinyl]pyrrolo[1,2-d][1,2,4]triazin-4-amine